C(=O)O.N[C@@H]1[C@@H](OCC12CCN(CC2)C2=NC=C(C(N2C)=O)SC2=C(C1=CN(N=C1C=C2)C)Cl)C 2-((3S,4S)-4-amino-3-methyl-2-oxa-8-azaspiro[4.5]decan-8-yl)-5-((4-chloro-2-methyl-2H-indazol-5-yl)thio)-3-methylpyrimidin-4(3H)-one formate